tert-butyl (7-((1-(4-((2,6-dioxopiperidin-3-yl)(methyl)amino)phenyl)piperidin-4-yl)methyl)-7-azaspiro[3.5]nonan-2-yl)carbamate O=C1NC(CCC1N(C1=CC=C(C=C1)N1CCC(CC1)CN1CCC2(CC(C2)NC(OC(C)(C)C)=O)CC1)C)=O